methyl 4-[4-amino-3-(trifluoromethyl) pyrazol-1-yl]benzoate NC=1C(=NN(C1)C1=CC=C(C(=O)OC)C=C1)C(F)(F)F